CN(C1(CCC2(CN(C(N2)=O)C=2C=NC(=NC2)C2=C3CC(N(C3=CC=C2)C)=O)CC1)C1=CC=CC=C1)C cis-8-dimethylamino-3-[2-(1-methyl-2-oxo-1,3-dihydro-indol-4-yl)-pyrimidin-5-yl]-8-phenyl-1,3-diazaspiro[4.5]decan-2-one